9,11,13-trifluoro-octadecanoic acid sodium [Na].FC(CCCCCCCC(=O)O)CC(CC(CCCCC)F)F